2,7-dibromo-9,9-didodecyl-9H-fluorene BrC1=CC=2C(C3=CC(=CC=C3C2C=C1)Br)(CCCCCCCCCCCC)CCCCCCCCCCCC